F[C@@H](C1(COC1)C=1C=C(C=CC1)N1C(C2=CC(=CC(=C2C1)C(F)(F)F)CN1[C@H](CN(CC1)S(=O)(=O)C)C(C)C)=O)C1=NN=CN1C 2-(3-(3-((S)-fluoro(4-methyl-4H-1,2,4-triazol-3-yl)methyl)oxetan-3-yl)phenyl)-6-(((S)-2-isopropyl-4-(methylsulfonyl)piperazin-1-yl)methyl)-4-(trifluoromethyl)isoindolin-1-one